N=NC=1C=2C(=CNC1)C=CC=CC2 iminocyclohepta[c]pyridin-4-amine